COC(=O)[C@@H]1C[C@H](CCC1)OC=1C(=NC(=NC1)C=1SC(=CC1C=O)Cl)C#N (1S,3S)-methyl-3-((2-(5-chloro-3-formylthiophen-2-yl)-4-cyanopyrimidin-5-yl)oxy)cyclohexanecarboxylate